(3aR,5s,6aS)-2-(3,3-dimethylbutyl)-5-[6-(1,3-dimethylpyrazol-4-yl)pyridazin-3-yl]oxy-3,3a,4,5,6,6a-hexahydro-1H-cyclopenta[c]pyrrole CC(CCN1C[C@@H]2[C@H](C1)CC(C2)OC=2N=NC(=CC2)C=2C(=NN(C2)C)C)(C)C